O=C(CC(=O)[O-])CC.[Na+] sodium β-ketopentanoate salt